4-((2-hydroxyethyl)sulfonamido)-N-(2-oxo-1-(pentan-3-yl)indolin-6-yl)-2-(6-azaspiro[2.5]octan-6-yl)benzamide OCCS(=O)(=O)NC1=CC(=C(C(=O)NC2=CC=C3CC(N(C3=C2)C(CC)CC)=O)C=C1)N1CCC2(CC2)CC1